N-(2-chloro-3-((2,3-dihydroimidazo[1,2-c]quinazolin-9-yl)oxy)phenyl)pyrrolidine-1-sulfonamide ClC1=C(C=CC=C1OC1=CC=2C=3N(C=NC2C=C1)CCN3)NS(=O)(=O)N3CCCC3